ClC1=NC=CC(=C1Cl)C1=NC(=C(C=C1)CN(C(OC(C)(C)C)=O)C[C@H]1NC(CC1)=O)OC tert-butyl (S)-((2',3'-dichloro-6-methoxy-[2,4'-bipyridin]-5-yl)methyl)((5-oxopyrrolidin-2-yl)methyl)carbamate